C=1(O)C(O)=CC=CC1 pyrocatechol